C(C=C)(=O)OC(CCCCCCCCC)(C(=O)[O-])C(=O)[O-] acryloyloxy-1,1-decanedicarboxylate